C(C)C1=C(C2=CC=CC=C2C(=C1)OC(=O)OCCCCCCCCCCCC)OC(=O)OCCCCCCCCCCCC 2-ethyl-1,4-bis(n-dodecyloxycarbonyloxy)naphthalene